2'-ethoxy-5-(3-((4-fluoro-2-(trifluoromethyl)benzyl)amino)-2-methylpyrrolidin-1-yl)-N-((R)-pyrrolidin-3-yl)-[2,3'-bipyridine]-6-carboxamide C(C)OC1=NC=CC=C1C1=NC(=C(C=C1)N1C(C(CC1)NCC1=C(C=C(C=C1)F)C(F)(F)F)C)C(=O)N[C@H]1CNCC1